(R)-(3-(Cyclohexylethynyl)-1H-indazol-5-yl)(3-(dimethylamino)pyrrolidin-1-yl)methanone C1(CCCCC1)C#CC1=NNC2=CC=C(C=C12)C(=O)N1C[C@@H](CC1)N(C)C